N-(11-aminoundecyl)acetamide NCCCCCCCCCCCNC(C)=O